3,5-dimethoxy-4-hydroxyphenyl-propane tert-butyl-(5-chloro-2-formyl-3-methylthieno[3,2-b]pyridin-7-yl)(furan-2-ylmethyl)carbamate C(C)(C)(C)OC(N(CC=1OC=CC1)C1=C2C(=NC(=C1)Cl)C(=C(S2)C=O)C)=O.COC=2C=C(C=C(C2O)OC)CCC